BrC1=CSC=C1OC1CCCC1 3-bromo-4-(cyclopentyloxy)thiophene